C(C)(C)(C)OC(=O)N1CC2(CC1)CC(CC2)(C2=CC=C(C=C2)C(F)(F)F)O 7-hydroxy-7-(4-(trifluoromethyl)phenyl)-2-azaspiro[4.4]nonane-2-carboxylic acid tert-butyl ester